ClC1=C(C=2N=C(NC(C2C(=N1)O[C@@H](CCC)[C@@H]1[C@@H]2CC[C@@H](CN1)N2C(=O)OC(C)(C)C)=O)SC)F |&1:20| tert-butyl (1S,2S,SR)-2-((S)-1-((7-chloro-8-fluoro-2-(methylthio)-4-oxo-3,4-dihydropyrido[4,3-d]pyrimidin-5-yl)oxy)butyl)-3,8-diazabicyclo[3.2.1]octane-8-carboxylate